ClC1=C(C=C(OCC(=O)NC23CCC(CC2)(CC3)C(=O)NC=3C=NC(=CC3)OC(F)(F)F)C=C1)F 4-[2-(4-chloro-3-fluorophenoxy)acetamido]-N-[6-(trifluoromethoxy)pyridin-3-yl]bicyclo[2.2.2]octane-1-carboxamide